OC1CN(CC1)C(=O)C=1C=CC(=NC1)N1C(C2=CC=C(C=C2C=N1)C1=C(C(=CC=C1)OC)C)=O Cis-2-(5-(3-hydroxypyrrolidine-1-carbonyl)pyridin-2-yl)-6-(3-methoxy-2-methylphenyl)phthalazin-1(2H)-one